2-amino-2-(5-fluoro-2-methoxyphenyl)-N-(thiazol-2-yl)acetamide NC(C(=O)NC=1SC=CN1)C1=C(C=CC(=C1)F)OC